2-Bromo-5-chloro-4-(trifluoromethyl)benzoic acid methyl ester COC(C1=C(C=C(C(=C1)Cl)C(F)(F)F)Br)=O